C(#N)C=1C=CC2=C(S[C@@]3([C@]2([C@@H]([C@@H]([C@H]3C3=CC=CC=C3)C(=O)N(C)C)O)O)C3=CC=C(C=C3)C#N)C1 |r| rac-(1R,2R,3S,3aR,8bS)-6-cyano-3a-(4-cyanophenyl)-1,8b-dihydroxy-N,N-dimethyl-3-phenyl-2,3,3a,8b-tetrahydro-1H-benzo[b]cyclopenta[d]thiophene-2-carboxamide